1-(4-(2-(4-methoxyphenyl)propan-2-yl)thiazol-2-yl)-3-(4-(piperazin-1-yl)-benzyl)urea COC1=CC=C(C=C1)C(C)(C)C=1N=C(SC1)NC(=O)NCC1=CC=C(C=C1)N1CCNCC1